(R)-5-(2-amino-[1,2,4]triazolo[1,5-a]pyridin-7-yl)-2-chloro-N-(3-(4-chlorophenyl)-3-hydroxypropyl)benzamide NC1=NN2C(C=C(C=C2)C=2C=CC(=C(C(=O)NCC[C@@H](O)C3=CC=C(C=C3)Cl)C2)Cl)=N1